FC1=C(C=C(C=N1)C=1C=C2C(=C(C=NC2=CC1)C(=O)NCCC(C)(C)O)NC(C)C)C 6-(6-fluoro-5-methylpyridin-3-yl)-N-(3-hydroxy-3-methylbutyl)-4-(isopropylamino)quinoline-3-carboxamide